[Cl-].C[C@@H]1[NH2+]C[C@@H]2C=3C(=CC=CC13)CO2 (6S,8aS)-6-Methyl-6,7,8,8a-tetrahydro-2H-furo[2,3,4-de]isoquinolin-7-ium chloride